(2R)-1-(benzyloxy)-3-[4-(3,6-dihydro-2H-pyran-4-yl)phenyl]-1-oxopropan-2-yl (2S)-4-fluoro-4-methyl-2-[(2R)-N-methyl-2-[[1-(methylamino)cyclopropyl]carbonyloxy]propanamido]pentanoate FC(C[C@@H](C(=O)O[C@@H](C(=O)OCC1=CC=CC=C1)CC1=CC=C(C=C1)C=1CCOCC1)N(C([C@@H](C)OC(=O)C1(CC1)NC)=O)C)(C)C